SC=CC(=O)O.SC=CC(=O)O.SC=CC(=O)O.C(O)C(CC)(CO)CO trimethylolpropane tri(3-mercaptoacrylate)